N1=CN=CC2=CC3=C(C=C12)NC(C3)=O 6,8-dihydro-7H-pyrrolo[3,2-g]quinazolin-7-one